C(C)(C)(C)OC(=O)N1CC2=NN(C=C2C1)C=1C2=C(N=CN1)N(C=C2C)COCC[Si](C)(C)C 2-(5-methyl-7-((2-(trimethylsilyl)ethoxy)methyl)-7H-pyrrolo[2,3-d]pyrimidin-4-yl)-2,6-dihydropyrrolo[3,4-c]pyrazole-5(4H)-carboxylic acid tert-butyl ester